6-chloro-N-(1,1-dioxido-2,3-dihydro-1-benzothiophen-6-yl)-1H-indole-3-sulfonamide ClC1=CC=C2C(=CNC2=C1)S(=O)(=O)NC1=CC2=C(CCS2(=O)=O)C=C1